2-(2,4-dimethoxyphenyl)-4-[[4-(2-fluorophenyl)-1-piperazinyl]carbonyl]-1(2H)-phthalazinone COC1=C(C=CC(=C1)OC)N1C(C2=CC=CC=C2C(=N1)C(=O)N1CCN(CC1)C1=C(C=CC=C1)F)=O